C1(=CC=CC=C1)N1N=C(C=C1N)C1=CSC=C1 1-phenyl-3-(thiophen-3-yl)-1H-pyrazol-5-amine